O=C1NC(CCC1N1C(C2=CC=C(C=C2C1)CNC(=O)C=1C=C(C=CC1)C1=CC=CC=C1)=O)=O N-((2-(2,6-dioxopiperidin-3-yl)-1-oxoisoindolin-5-yl)methyl)-[1,1'-biphenyl]-3-carboxamide